benzyl (6R)-6-({2-(1-methyl-1H-pyrazol-4-yl)-7-[(propan-2-yl)sulfanyl][1,2,4]triazolo[1,5-c]quinazolin-5-yl}amino)-5-oxo-1,4-diazepane-1-carboxylate CN1N=CC(=C1)C1=NN2C(=NC=3C(=CC=CC3C2=N1)SC(C)C)N[C@H]1C(NCCN(C1)C(=O)OCC1=CC=CC=C1)=O